C1(CCC1)ON1C(C2=CC=CC=C2C(=N1)CC1=CC(=C(C=C1)F)C(=O)N1CC2CN(CC2C1)C1=NC=C(C=N1)C(F)(F)F)=O cyclobutoxy-4-(4-fluoro-3-(5-(5-(trifluoromethyl)pyrimidin-2-yl)octahydropyrrolo[3,4-c]pyrrole-2-carbonyl)benzyl)phthalazin-1(2H)-one